(R)-2-(3,4-dimethylpiperazin-1-yl)-5-nitroisonicotinic acid methyl ester COC(C1=CC(=NC=C1[N+](=O)[O-])N1C[C@H](N(CC1)C)C)=O